CC(C(=O)O[C@H](C(OC(C)C)=O)C)(C)C (-)-(2S)-1-oxo-1-(2-propanyloxy)-2-propanyl 2,2-dimethylpropanoate